FC1(C[C@H](N(C1)C(=O)OC(C)(C)C)CO)F tert-butyl (2S)-4,4-difluoro-2-(hydroxymethyl)pyrrolidine-1-carboxylate